(3,6-dichloropyrazin-2-yl)piperidine-4-carboxylic acid tert-butyl ester C(C)(C)(C)OC(=O)C1CCN(CC1)C1=NC(=CN=C1Cl)Cl